N[C@H]1[C@H](COCC1)NC1=NC=2N(C=C1)N=CC2C(=O)NC=2C(=NN(C2)C)C(N)=O 5-{[(3R,4R)-4-Aminotetrahydro-2H-pyran-3-yl]amino}-N-(3-carbamoyl-1-methyl-1H-pyrazol-4-yl)pyrazolo[1,5-a]pyrimidin-3-carboxamid